FC=1C=C(C#N)C=C(C1)CO[C@H](CCCCCCCCCCCCCCCCCCC(F)(F)F)COC(C1=CC=CC=C1)(C1=CC=CC=C1)C1=CC=CC=C1 3-fluoro-5-[[(1R)-20,20,20-trifluoro-1-(trityloxymethyl)icosoxy]methyl]benzonitrile